8-chloro-7,9-dimethyl-N-[1-[5-(trifluoromethyl)pyrimidin-2-yl]azetidin-3-yl]pyrido[3',2':4,5]thieno[3,2-d]pyrimidin-4-amine dihydrochloride Cl.Cl.ClC1=C(C2=C(SC3=C2N=CN=C3NC3CN(C3)C3=NC=C(C=N3)C(F)(F)F)N=C1C)C